COC1=C(C=CC(=C1)[C@H]2[C@@H](C3=C(O2)C(=CC(=C3)[C@@H]4[C@H](C(=O)C5=C(C=C(C=C5O4)O)O)O)O)CO)O The molecule is a flavonolignan isolated from Silybum marianum and has been shown to exhibit inhibitory activities against lipoxygenase and prostaglandin synthetase. It has a role as a radical scavenger, a lipoxygenase inhibitor, a prostaglandin antagonist and a metabolite. It is a flavonolignan, a member of 1-benzofurans, a polyphenol, an aromatic ether and a secondary alpha-hydroxy ketone.